BrC1=CC(=C(C(=N1)C[C@@H](C1=C(C=CC=C1)C1=NOC2=C1C=CC(=C2)C(F)(F)F)N[S@@](=O)C(C)(C)C)F)[Si](C)(C)C (S)-N-{(S)-2-[6-bromo-3-fluoro-4-(trimethylsilyl)pyridine-2-yl]-1-[2-(6-trifluoromethylbenzo[d]isoxazol-3-yl)phenyl]ethyl}-2-methylpropane-2-sulfinamide